3,4-dihydroxy-1-tertbutylbenzol OC=1C=C(C=CC1O)C(C)(C)C